OCCS(=O)(=O)CC(COCC(C(=O)NNC)(C([2H])([2H])[2H])C=1C=C(C=CC1)CC(C(=O)OCC)C)(C)C ethyl 3-(3-(2-((3-((2-hydroxyethyl)sulfonyl)-2,2-dimethylpropoxy)methyl)-1-(2-methylhydrazineyl)-1-oxo-propan-2-yl-3,3,3-d3)phenyl)-2-methylpropanoate